3-(5-((3-((4'-chloro-5,5-dimethyl-3,4,5,6-tetrahydro-[1,1'-biphenyl]-2-yl)methyl)-2-oxoimidazolidin-1-yl)methyl)-1-oxoisoindolin-2-yl)piperidine-2,6-dione ClC1=CC=C(C=C1)C1=C(CCC(C1)(C)C)CN1C(N(CC1)CC=1C=C2CN(C(C2=CC1)=O)C1C(NC(CC1)=O)=O)=O